C1(CCCCC1)N1C(NC(=NC1=O)N[C@@H](C)C1=C(C=CC(=C1)C)F)=O (S)-3-cyclohexyl-6-((1-(2-fluoro-5-methylphenyl)ethyl)amino)-1,3,5-triazine-2,4(1H,3H)-dione